2-((6-((3-chlorobenzyl)amino)-9H-purin-9-yl)methyl)tetrahydrothiophene-3,4-diol ClC=1C=C(CNC2=C3N=CN(C3=NC=N2)CC2SCC(C2O)O)C=CC1